ClC1=C(C=C(CNC(C(C(F)(F)F)(C)C)=O)C=C1)C=1NC(C=C(N1)C=1C=NC(=CC1)C(F)(F)F)=O N-(4-chloro-3-{6-oxo-4-[6-(trifluoromethyl)pyridin-3-yl]-1,6-dihydropyrimidin-2-yl}benzyl)-3,3,3-trifluoro-2,2-dimethylpropionamide